C(C)(C)(C)OC(=O)N[C@@H]1C2=CC=CC=C2CC12CCN(CC2)C2=NC(=C(C(=N2)C(=O)O)C2=C(C(=CC=C2)Cl)Cl)C 2-((S)-1-((tert-butoxycarbonyl)amino)-1,3-dihydrospiro[indene-2,4'-piperidin]-1'-yl)-5-(2,3-dichlorophenyl)-6-methylpyrimidine-4-carboxylic acid